4-[3-(3,5-di-tert-butyl-4-hydroxyphenyl)propionyloxy]-2,2,6,6-tetramethylpiperidyl succinate C(CCC(=O)[O-])(=O)ON1C(CC(CC1(C)C)OC(CCC1=CC(=C(C(=C1)C(C)(C)C)O)C(C)(C)C)=O)(C)C